(1S,2S)-2-fluoro-N-(2-(7-methoxyimidazo[1,2-a]pyridin-6-yl)-1-methyl-1H-pyrrolo[2,3-c]pyridin-5-yl)cyclopropane-1-carboxamide F[C@@H]1[C@@H](C1)C(=O)NC=1C=C2C(=CN1)N(C(=C2)C=2C(=CC=1N(C2)C=CN1)OC)C